C(=C)C1=CC=C(C=C1)CP(OC)(OC)=O dimethyl [(4-ethenylphenyl)methyl]phosphonat